(S)-2-amino-1-phenylethanol NC[C@@H](O)C1=CC=CC=C1